CC1=NC(=NN1C1=CC=C(C=C1)CC1=CC=C(C=C1)C1=CC=C(C=C1)C(=O)N1CCN(CC1)C)C(=O)N 5-methyl-1-(4-((4'-(4-methylpiperazine-1-carbonyl)-[1,1'-biphenyl]-4-yl)methyl)phenyl)-1H-1,2,4-triazole-3-carboxamide